CC(C)C1=C(C(=CC=C1)OO)C(C)C diisopropylbenzene hydroperoxide